tert-butyl (R)-6-(hydroxymethyl)-1,4-oxazepane-4-carboxylate OC[C@H]1CN(CCOC1)C(=O)OC(C)(C)C